C(CCC)C1=C(C(=C(C(N1)=O)S(=O)(=O)C1=NC=C(C=C1)C)O)C1=C(C=CC=C1OC)OC 6-butyl-5-(2,6-dimethoxyphenyl)-4-hydroxy-3-((5-methylpyridin-2-yl)sulfonyl)pyridin-2(1H)-one